1-{1-[5-chloro-4-fluoro-3-(1-isopropylazetidin-3-yl)-2-methoxyphenyl]ethyl}-3-methyl-1H-pyrazolo[3,4-d]pyrimidin-4-amine ClC=1C(=C(C(=C(C1)C(C)N1N=C(C=2C1=NC=NC2N)C)OC)C2CN(C2)C(C)C)F